1-(4-((T-Butoxycarbonyl)amino)butyl)-2-butyl-7-methyl-1H-imidazo[4,5-d]thieno[3,2-b]pyridine-5-oxide C(C)(C)(C)OC(=O)NCCCCN1C(=NC=2C1=C1C(=[N+](C2)[O-])C=C(S1)C)CCCC